2-ethyl-2,4-dimethylhexane-1,3-diol C(C)C(CO)(C(C(CC)C)O)C